2-(1-((2-aminothiazol-5-yl)methyl)piperidin-4-ylidene)-N-(4-isopropylphenyl)acetamide NC=1SC(=CN1)CN1CCC(CC1)=CC(=O)NC1=CC=C(C=C1)C(C)C